FC(C(F)(F)C=1C(=NOC1)C1=CC=CC=C1)(C(F)(F)F)F (heptafluoropropyl)-3-phenylisoxazole